2,3-dimethyl-1H-imidazolium CC=1NC=C[N+]1C